4-Bromo-6-cyclopropyl-1-methylpyrido[3,4-d]pyridazin-7(6H)-one BrC1=NN=C(C=2C1=CN(C(C2)=O)C2CC2)C